OC(CC(=O)N1CC(C1)C1=CC=C(C=C1)C1(CC1)C(F)(F)F)CC1=CN=NN1 3-Hydroxy-4-(1H-triazol-5-yl)-1-[3-[4-[1-(trifluoromethyl)cyclopropyl]phenyl]azetidin-1-yl]butan-1-one